6-methylheptanoate CC(CCCCC(=O)[O-])C